NC=1C(=NC2=C(C(=C(C=C2C1NC1C2CN(C1C2)C(=O)OC(C)(C)C)I)Br)F)SC tert-butyl (endo)-5-((3-amino-7-bromo-8-fluoro-6-iodo-2-(methylthio)quinolin-4-yl)amino)-2-azabicyclo[2.1.1]hexane-2-carboxylate